Cl[SiH2]Cl Dichlorsilan